FC(C(=O)O)(F)F.C(C)(C)(C)C=1C=C(C=CC1F)C1(CCC1)NC (3-(tert-butyl)-4-fluorophenyl)-N-methylcyclobutan-1-amine, trifluoroacetate salt